2-((2-(4-bromophenyl)-1,3-dithiolan-2-yl)methyl)-1,4-dioxane BrC1=CC=C(C=C1)C1(SCCS1)CC1OCCOC1